C1(CC1)C1=CC=C2C(=NC(N(C2=C1)C1=NC=CN=C1C)=O)NCC1CC1 7-Cyclopropyl-4-((cyclopropylmethyl)amino)-1-(3-methylpyrazin-2-yl)quinazolin-2(1H)-one